CC(C)(CCCC(C=C)C)OCC=CC1=CC=C(C=C1)OC 1-(3-(2,6-Dimethyloct-7-en-2-yloxy)prop-1-enyl)-4-methoxybenzene